sodium pertechnetate tetrahydrate O.O.O.O.[Tc](=O)(=O)(=O)[O-].[Na+]